C1(CCCC1)N1C2=C(N(C(C(C1)(F)F)=O)C)C=NC=N2 9-cyclopentyl-7,7-difluoro-5-methyl-6-oxo-6,7,8,9-tetrahydro-5H-pyrimido[4,5-b][1,4]diazepine